FC(C1=NOC(=N1)N1C=CC(=CC=C1)N1CCC2(CC(NC2)=O)CC1)(F)F 8-(1-(3-(trifluoromethyl)-1,2,4-oxadiazol-5-yl)azepin-4-yl)-2,8-diazaspiro[4.5]decan-3-one